ClC=1C=C(C=CC1Cl)[C@@H]1N(C[C@H](NC1=O)C)C(=O)OC(C)(C)C tert-butyl (2S,5R)-2-(3,4-dichlorophenyl)-5-methyl-3-oxo-piperazine-1-carboxylate